CN(S(=O)(=O)N1CCN(CC1)C([C@H](CCC=C)S(N)(=O)=O)=O)C (S)-N,N-DIMETHYL-4-(2-SULFAMOYLHEX-5-ENOYL)PIPERAZINE-1-SULFONAMIDE